FC1=C(C(=C2CCCC2=C1)[N+](=O)[O-])O 6-fluoro-4-nitro-2,3-dihydro-1H-inden-5-ol